C(#N)C=1C=C(CO[C@@H](C(=O)NC2(CC2)C2=CC=C(C(=O)O)C=C2)C(C)C)C=CC1 (R)-4-(1-(2-((3-cyanobenzyl)oxy)-3-methylbutanoylamino)cyclopropyl)benzoic acid